5-chloro-N-[(5-chlorothiophen-2-yl)-[5-methyl-4-(methylsulfonimidoyl)-1H-imidazol-2-yl]methyl]pyridin-2-amine ClC=1C=CC(=NC1)NC(C=1NC(=C(N1)S(=O)(=N)C)C)C=1SC(=CC1)Cl